C(#N)C=1N=CC(=NC1)NC1=NNC(=C1)C=1C(=NC=CC1OC)OCCCNC(OC(C)(C)C)=O tert-butyl {3-[(3-(3-[(5-cyanopyrazin-2-yl)amino]-1H-pyrazol-5-yl)-4-methoxypyridin-2-yl)oxy]propyl}carbamate